(R)-5-(2-(5-fluoro-1-methyl-2-oxo-1,2-dihydropyridin-3-yl)pyrrolidin-1-yl)-N-(5-fluoropyridin-2-yl)pyrazolo[1,5-a]pyrimidine-3-carboxamide FC=1C=C(C(N(C1)C)=O)[C@@H]1N(CCC1)C1=NC=2N(C=C1)N=CC2C(=O)NC2=NC=C(C=C2)F